F[C@@H]1[C@H]2CC[C@@H](C[C@@H]1N(C1=CN=C(N=N1)C=1C=C3C(C=C(OC3=CC1O)C)=O)C)N2 6-(6-{[(1R,2R,3S,5S)-2-fluoro-8-azabicyclo[3.2.1]octan-3-yl](methyl)amino}-1,2,4-triazin-3-yl)-7-hydroxy-2-methyl-4H-chromen-4-one